2-[8-[(1R)-1-[(6-Chloro-2-sulfamoyl-3-pyridyl)oxy]ethyl]-3,6-dimethyl-4-oxo-chromen-2-yl]cyclopropanecarboxylic acid ClC1=CC=C(C(=N1)S(N)(=O)=O)O[C@H](C)C=1C=C(C=C2C(C(=C(OC12)C1C(C1)C(=O)O)C)=O)C